potassium N-oleoyl-N'-hydroxyethyl-N'-carboxymethyl-ethylenediamine C(CCCCCCC\C=C/CCCCCCCC)(=O)NCCN(CC(=O)O)CCO.[K]